5-chloro-2-[4-(difluoromethyl)-6-[(2S)-2-(hydroxymethyl)morpholin-4-yl]pyridazin-3-yl]phenol ClC=1C=CC(=C(C1)O)C=1N=NC(=CC1C(F)F)N1C[C@H](OCC1)CO